BrC=1C(=C(N(C1C)CC(OC)OC)C(=O)N)C1=CC=C(C=C1)F 4-bromo-1-(2,2-dimethoxyethyl)-3-(4-fluorophenyl)-5-methyl-1H-pyrrole-2-carboxamide